4-(5-(2-hydroxypropan-2-yl)pyrimidin-2-yl)piperazine-1-carboxylic acid tert-butyl ester C(C)(C)(C)OC(=O)N1CCN(CC1)C1=NC=C(C=N1)C(C)(C)O